6-Bromo-8-methoxy-N-[(1R)-1-[2-(trifluoromethyl)pyrimidin-5-yl]ethyl]quinazolin-4-amine BrC=1C=C2C(=NC=NC2=C(C1)OC)N[C@H](C)C=1C=NC(=NC1)C(F)(F)F